(2E)-3-{4-[(1E)-2-(2-chloro-4-fluorophenyl)-1-(1H-indazol-5-yl)but-1-en-1-yl]phenyl}prop-2-enoic acid ClC1=C(C=CC(=C1)F)/C(=C(/C=1C=C2C=NNC2=CC1)\C1=CC=C(C=C1)/C=C/C(=O)O)/CC